4-((4-((4-acetamido-3-hydroxyphenyl)amino)-6-(2-(methoxycarbonyl)hydrazineyl)-1,3,5-triazin-2-yl)thio)butanoic acid C(C)(=O)NC1=C(C=C(C=C1)NC1=NC(=NC(=N1)NNC(=O)OC)SCCCC(=O)O)O